2-chloro-N-(4-(4-(difluoromethyl)-1-methyl-1H-imidazol-2-yl)benzyl)furo[3,2-d]pyrimidine ClC1N=CC2=C(N1CC1=CC=C(C=C1)C=1N(C=C(N1)C(F)F)C)C=CO2